N-Phenyl-N-Tosyl-Benzamide C1(=CC=CC=C1)N(C(C1=CC=CC=C1)=O)S(=O)(=O)C1=CC=C(C)C=C1